2-(4-fluorophenyl)-7-methyl-5,8-dihydrooxepino[3,2-f]benzofuran FC1=CC=C(C=C1)C=1OC2=C(C1)C=C1C(=C2)OCC(=CC1)C